ClC=1C(=C(C(=CC1)OC)C1=CC(=NC=C1C(=O)NC=1SC(=NN1)N(CCNC)C)C)F 4-(3-chloro-2-fluoro-6-methoxyphenyl)-6-methyl-N-(5-(methyl-(2-(methylamino)ethyl)amino)-1,3,4-thiadiazol-2-yl)nicotinamide